2-(4-(1,3-dihydroisobenzofuran-5-yl)-1H-imidazol-5-yl)-5-fluoropyridine C1OCC2=CC(=CC=C12)C=1N=CNC1C1=NC=C(C=C1)F